3-difluoromethoxybenzenesulfonamide FC(OC=1C=C(C=CC1)S(=O)(=O)N)F